4-(benzothiazol-5-yl)-N-(5-((4-ethylpiperazin-1-yl)methyl)pyridin-2-yl)-5-fluoropyridin-2-amine S1C=NC2=C1C=CC(=C2)C2=CC(=NC=C2F)NC2=NC=C(C=C2)CN2CCN(CC2)CC